(quinoxalin-6-ylmethylene)-1H-imidazol-5-one N1=CC=NC2=CC(=CC=C12)C=C1NC(C=N1)=O